2'-chloro-N-(5-(2-fluorocyclobutyl)-1,3,4-thiadiazol-2-yl)-5'-methoxy-6-methyl-(4,4'-bipyridine)-3-carboxamide ClC1=NC=C(C(=C1)C1=C(C=NC(=C1)C)C(=O)NC=1SC(=NN1)C1C(CC1)F)OC